(±)-4-bromo-3-hydroxy-2,3-dihydrospiro[indene-1,4'-piperidine]-1'-carboxylic acid tert-butyl ester C(C)(C)(C)OC(=O)N1CCC2(CC1)C[C@H](C1=C(C=CC=C12)Br)O |r|